N-(3-((3,5-dimethyl-4-oxo-3,4-dihydro-quinazolin-6-yl)amino)-2,4,5-trifluorophenyl)-N-((2-(trimethylsilyl)ethoxy)methyl)propane-1-sulfonamide CN1C=NC2=CC=C(C(=C2C1=O)C)NC=1C(=C(C=C(C1F)F)N(S(=O)(=O)CCC)COCC[Si](C)(C)C)F